CC1=CC(=O)[C@]2([C@@H]([C@@H]1O)O2)C/C=C(\\C)/CC/C=C(\\C)/CC/C=C(\\C)/CO The molecule is a class I yanuthone that is 7-deacetoxyyanuthone A in which one of the hydrogens of the trans-terminal methyl groups of the sesquiterpenoid side-chain has been replaced by a hydroxy group. It has a role as an Aspergillus metabolite. It is a class I yanuthone, a primary alcohol and a secondary alcohol. It derives from a 7-deacetoxyyanuthone A.